4-((6-(trifluoromethoxy)pyridin-3-yl)amino)benzenesulfonamide FC(OC1=CC=C(C=N1)NC1=CC=C(C=C1)S(=O)(=O)N)(F)F